ClC1=NC=CC(=N1)C=1C=NN(C1)C(CCF)C1=CC=C(C=C1)F 2-chloro-4-(1-(3-fluoro-1-(4-fluorophenyl)propyl)-1H-pyrazol-4-yl)-pyrimidine